C(C)(=O)OCCC=1C=CC(=C(C(=O)OC)C1)O methyl 5-(2-acetoxyethyl)-2-hydroxybenzoate